(R)-N-(4-(1-(5-(6-ethoxypyrazin-2-yl)thiazol-2-yl)piperazin-2-yl)pyrimidin-2-yl)cyclopropanesulfonamide C(C)OC1=CN=CC(=N1)C1=CN=C(S1)N1[C@H](CNCC1)C1=NC(=NC=C1)NS(=O)(=O)C1CC1